methyl 6-(4-((1S,3S)-1'-(4-chloro-3-fluorophenyl)-3-methoxy-1',2'-dihydrospiro[cyclopentane-1,3'-pyrrolo[3,2-b]pyridine]-5'-carbonyl)-3,3-dimethylpiperazin-1-yl)-2,4-dimethylnicotinate ClC1=C(C=C(C=C1)N1C[C@@]2(C3=NC(=CC=C31)C(=O)N3C(CN(CC3)C3=NC(=C(C(=O)OC)C(=C3)C)C)(C)C)C[C@H](CC2)OC)F